3,5-bis[(3-bromo-4-hydroxyphenyl)methylene]-1-(phenylmethyl)-4-piperidinone BrC=1C=C(C=CC1O)C=C1CN(CC(C1=O)=CC1=CC(=C(C=C1)O)Br)CC1=CC=CC=C1